O[C@H]1CN(CCC1)C(=O)C1=CC=C(C=C1)NC1=NC=C(C(=N1)NCC=1C(=NC=CC1)N(S(=O)(=O)C)C)C(F)(F)F N-{3-[({2-[(4-{[(3R)-3-hydroxypiperidin-1-yl]carbonyl}phenyl)amino]-5-(trifluoromethyl)pyrimidin-4-yl}amino)methyl]pyridin-2-yl}-N-methylmethane-sulfonamide